1-(3-cyanophenyl)-N-(3-(phenylamino)phenyl)-3-(trifluoromethyl)-1H-pyrazole-5-carboxamide C(#N)C=1C=C(C=CC1)N1N=C(C=C1C(=O)NC1=CC(=CC=C1)NC1=CC=CC=C1)C(F)(F)F